N-(1-(3-bromo-4-methylphenyl)ethyl)picolinamide BrC=1C=C(C=CC1C)C(C)NC(C1=NC=CC=C1)=O